FC=1C(=C(C=CC1)NC1=C(NC2=C1C(NCC2)=O)C2=C(C=NC=C2)C#C[C@@H]2N(CCCC2)C(C=C)=O)OC 3-[(3-fluoro-2-methoxyphenyl)amino]-2-(3-{2-[(2R)-1-(prop-2-enoyl)piperidin-2-yl]ethynyl}pyridin-4-yl)-1H,5H,6H,7H-pyrrolo[3,2-c]pyridin-4-one